N,N-dibutyl-3-aminopropyltrimethoxysilane C(CCC)N(CCC[Si](OC)(OC)OC)CCCC